C1CNCCC12CCC(CC2)CCC=O 3-(3-azaspiro[5.5]undecan-9-yl)propanal